4-((S)-4-acryloyl-2-methylpiperazin-1-yl)-7-(2-fluoro-6-methoxyphenyl)-1-(2-isopropyl-4-methylpyridin-3-yl)-2-oxo-1,2-dihydropyrido[2,3-d]pyrimidine-6-carbonitrile C(C=C)(=O)N1C[C@@H](N(CC1)C=1C2=C(N(C(N1)=O)C=1C(=NC=CC1C)C(C)C)N=C(C(=C2)C#N)C2=C(C=CC=C2OC)F)C